NC1=NC(=C2N=CN(C2=N1)CCOCP(=O)(OCC1=CC=CC=C1)N[C@@H](C)C(=O)OCC)OC ethyl (((2-(2-amino-6-methoxy-9H-purin-9-yl)ethoxy)methyl)-(benzyloxy)phosphoryl)-L-alaninate